3'-bromospiro[1,3-dioxolane-2,5'-6,7-dihydro-4H-benzothiophene] BrC1=CSC2=C1CC1(CC2)OCCO1